C1=C(C=CC2=CC=CC=C12)C1=CC=C(C=C1)C1=CC=C(C=C1)C=1OC2=C(N1)C(=CC(=C2)C=2C=NC1=CC=CC=C1C2)C=2C=NC1=CC=CC=C1C2 2-{4'-(naphthalene-2-yl)[1,1'-biphenyl]-4-yl}-4,6-di(quinolin-3-yl)-benzoxazole